1-(5-(2-(2-oxa-6-azaspiro[3.3]heptan-6-yl)ethyl)-2-(4-fluorophenyl)-8-hydroxy-6-oxo-5,6-dihydropyrido[2,3-b]pyrazine-7-carboxamido)cyclohexane-1-carboxylic acid C1OCC12CN(C2)CCN2C(C(=C(C=1C2=NC=C(N1)C1=CC=C(C=C1)F)O)C(=O)NC1(CCCCC1)C(=O)O)=O